C(CCCCCCCCCCCCCCCCCCCCC)(=O)[NH2]=O behenamide oxide